C(=O)(O)N1N=NC=C1C=C1C(C(C(C(C1C)=CC=1N(N=NC1)C(=O)O)C)=CC=1N(N=NC1)C(=O)O)C 1,3,5-tris(3-carboxytriazolylmethylene)-2,4,6-trimethylbenzene